ClC=1C=C(C=CC1OC)C=1C=C(N(S(N1)(=O)=O)CCC)C(=O)NC1=NC(=CC=C1)C(F)(F)F 5-(3-chloro-4-methoxyphenyl)-1,1-dioxo-2-propyl-N-[6-(trifluoromethyl)pyridin-2-yl]-2H-1λ6,2,6-thiadiazine-3-carboxamide